1-isopropyl-3-(3-methoxynaphthalen-2-yl)-1H-pyrazolo[3,4-d]pyrimidin-4-amine C(C)(C)N1N=C(C=2C1=NC=NC2N)C2=CC1=CC=CC=C1C=C2OC